(5-fluoro-6-((6-fluoropyridin-2-yl)methoxy)-1H-indol-2-yl)methanamine hydrochloride Cl.FC=1C=C2C=C(NC2=CC1OCC1=NC(=CC=C1)F)CN